N-[4-(3-Cyanophenyl)-5-[2-(1-methoxyethyl)-6-methyl-4-pyridyl]thiazol-2-yl]-2-oxa-6-azaspiro[3.3]heptan-6-carboxamid C(#N)C=1C=C(C=CC1)C=1N=C(SC1C1=CC(=NC(=C1)C)C(C)OC)NC(=O)N1CC2(COC2)C1